CN(C=1C=C(C=CC1C(F)(F)F)NC(=O)NCC1=CC2=C(C(N(C2)C2C(NC(CC2)=O)=O)=O)S1)C 1-(3-(dimethylamino)-4-(trifluoromethyl)phenyl)-3-((5-(2,6-dioxopiperidin-3-yl)-6-oxo-5,6-dihydro-4H-thieno[2,3-c]pyrrol-2-yl)methyl)urea